[C@H]12CNC[C@H](CC1)N2C2=NC(=NC1=C(C(=C(C=C21)Cl)C2=CC(=CC1=CC=CC=C21)O)F)N2CC(C2)N(C)C 4-(4-((1R,5S)-3,8-diazabicyclo[3.2.1]octan-8-yl)-6-chloro-2-(3-(dimethylamino)azetidin-1-yl)-8-fluoroquinazolin-7-yl)naphthalen-2-ol